(3S,4S)-benzyl 3-((tert-butoxycarbonyl)amino)-4-(fluoromethyl)pyrrolidine-1-carboxylate C(C)(C)(C)OC(=O)N[C@@H]1CN(C[C@@H]1CF)C(=O)OCC1=CC=CC=C1